6-chloro-3-(((R)-1-(2-((1S,4S)-5-(2-methoxypyridin-4-yl)-2,5-diazabicyclo[2.2.1]heptan-2-yl)-3,6-dimethyl-4-oxo-3,4-dihydroquinazolin-8-yl)ethyl)amino)-N-(methylsulfonyl)picolinamide ClC1=CC=C(C(=N1)C(=O)NS(=O)(=O)C)N[C@H](C)C=1C=C(C=C2C(N(C(=NC12)N1[C@@H]2CN([C@H](C1)C2)C2=CC(=NC=C2)OC)C)=O)C